NC=1C=2OCC(N3C=C(C(C(=CC1F)C32)=O)C(=O)O)C 6-amino-7-fluoro-2-methyl-10-oxo-4-oxa-1-azatricyclo[7.3.1.05,13]trideca-5(13),6,8,11-tetraene-11-carboxylic acid